1-(3-(6-aminopyridazin-3-yl)prop-2-yn-1-yl)-3-(2,4-bis(trifluoromethyl)phenyl)-7,8-difluoro-1,3,4,5-tetrahydro-2H-benzo[b]azepin-2-one NC1=CC=C(N=N1)C#CCN1C2=C(CCC(C1=O)C1=C(C=C(C=C1)C(F)(F)F)C(F)(F)F)C=C(C(=C2)F)F